ClC1=C(C=CC=C1S(N)(=O)=O)SC=1N=CC(=NC1)N1CCC2([C@@H]([C@@H](OC2)C)NC(OC(C)(C)C)=O)CC1 tert-butyl ((3S,4S)-8-(5-((2-chloro-3-sulfamoylphenyl)thio)pyrazin-2-yl)-3-methyl-2-oxa-8-azaspiro[4.5]decan-4-yl)carbamate